(2S)-2-[[[4-[[(2R)-2-amino-3-mercaptopropyl]amino]-2-phenylphenyl]-oxymethyl]amino]-4-(methylthio)butanoic acid N[C@H](CNC1=CC(=C(C=C1)OCN[C@H](C(=O)O)CCSC)C1=CC=CC=C1)CS